C(CCCCC(=O)OCCC(COS(=O)(=O)ON1[C@@H]2CC[C@H](N(C1=O)C2)C(N)=O)(C)C)(=O)OCC2=CC=CC=C2 benzyl (4-(((((2S,5R)-2-carbamoyl-7-oxo-1,6-diazabicyclo[3.2.1]octan-6-yl)oxy)sulfonyl)oxy)-3,3-dimethylbutyl) adipate